FC(C(=O)O)(F)F.OC1CN(C1)C(=O)C1CCNCC1 (3-hydroxyazetidin-1-yl)(piperidin-4-yl)methanone trifluoroacetate salt